BrC=1C=C2C3(CN(C2=CC1)C(=O)C=1C=C(SC1)S(=O)(=O)NC(C)(C)C)CCCCC3 4-(5'-bromospiro[cyclohexane-1,3'-indoline]-1'-carbonyl)-N-(tert-butyl)thiophene-2-sulfonamide